1-benzyl-3-(2-(4-butoxyphenyl)-2-oxoethyl)-3-hydroxyindol-2-one C(C1=CC=CC=C1)N1C(C(C2=CC=CC=C12)(O)CC(=O)C1=CC=C(C=C1)OCCCC)=O